Cl.C(CC(=C)C)NC1=C2NC=NC2=NC=N1 N6-isopentenyladenine hydrochloride